6-carboxy-1,3-diethyl-1H-1,3-benzodiazol-3-ium Bromide [Br-].C(=O)(O)C=1C=CC2=C(N(C=[N+]2CC)CC)C1